C1(=CC=CC=C1)C(C(=O)O)C(C(=O)O)C1=CC=CC=C1 2,3-diphenyl-succinic acid